N1(CCCCC1)C1=NC(=CC(=N1)N1CCN(CC1)C(=O)OC(C)(C)C)NC1=CC2=C(C=N1)C=NN2C(C)C tert-butyl 4-[2-(piperidin-1-yl)-6-{[1-(propan-2-yl)-1H-pyrazolo[4,3-c]pyridin-6-yl]amino}pyrimidin-4-yl]piperazine-1-carboxylate